Benzyl-3-(4-phenoxyphenyl)-1H-pyrazolo[3,4-d]pyrimidin-4-amine C(C1=CC=CC=C1)N1N=C(C=2C1=NC=NC2N)C2=CC=C(C=C2)OC2=CC=CC=C2